C(#N)[C@H]1N(CSC1)C(CNC(=O)C1=CC=NC2=CC=C(C=C12)N1CC2(C1)CCCC2)=O (R)-N-(2-(4-Cyanothiazolidin-3-yl)-2-oxoethyl)-6-(2-azaspiro[3.4]octan-2-yl)quinoline-4-carboxamide